C(C)(=O)N1NCCC1C1=C(C(=CC=C1)OC)Cl 1-Acetyl-5-(2-Chloro-3-methoxyphenyl)Pyrazolidine